N1(N=CC=C1)C[C@@H]1COC=2C(=C(C=C3C(=NC(N1C23)=O)N2[C@H](CN[C@@H](C2)C)C)Cl)C2=C(C=CC=C2O)F (3R)-3-((1H-pyrazol-1-yl)methyl)-9-chloro-7-((2S,5R)-2,5-dimethylpiperazin-1-yl)-10-(2-fluoro-6-hydroxyphenyl)-2H-[1,4]oxazino[2,3,4-ij]quinazolin-5(3H)-one